FC1(CC(C1)NC1=NC=CC(=C1)OC1=CC(=C(C=C1)NC1=NC=NC2=CC(=C(C=C12)NC1CCN(CC1)C(C=C)=O)OC)F)F 1-(4-((4-((4-((2-((3,3-difluorocyclobutyl)amino)pyridin-4-yl)oxy)-2-fluorophenyl)amino)-7-methoxyquinazolin-6-yl)amino)piperidin-1-yl)prop-2-en-1-one